3-(dimethylamino)propionohydrazide CN(CCC(=O)NN)C